NC1=CC=C(C(=C1C(=O)C1=NC=CC=C1F)Cl)C(F)(F)F [6-amino-2-chloro-3-(trifluoromethyl)phenyl]-(3-fluoro-2-pyridyl)methanone